(5-(3,5-dichlorophenyl)-5-(trifluoromethyl)-4,5-dihydroisoxazol-3-yl) phenyl-4-methoxybenzenesulfonate C1(=CC=CC=C1)C1=C(C=CC(=C1)OC)S(=O)(=O)OC1=NOC(C1)(C(F)(F)F)C1=CC(=CC(=C1)Cl)Cl